4-methoxy-2-[[(RS)-(5-methoxy-1H-benzoimidazol-2-yl)sulfinyl]methyl]-3,5-dimethylpyridine 1-oxide COC1=C(C(=[N+](C=C1C)[O-])C[S@@](=O)C1=NC2=C(N1)C=CC(=C2)OC)C |r|